N-[(3S)-9-fluoro-2-oxo-5-phenyl-1,3-dihydro-1,4-benzodiazepin-3-yl]-6-[(1S,4S)-5-methyl-2,5-diazabicyclo[2.2.1]heptan-2-yl]-2-phenylimidazo[1,2-b]pyridazine-3-carboxamide FC1=CC=CC=2C(=N[C@@H](C(NC21)=O)NC(=O)C2=C(N=C1N2N=C(C=C1)N1[C@@H]2CN([C@H](C1)C2)C)C2=CC=CC=C2)C2=CC=CC=C2